tetrafluorooxazine FC1=C(C(=C(NO1)F)F)F